tert-butyl (tert-butoxycarbonyl)(4-(((1R,4R)-4-((tert-butoxycarbonyl)amino)cyclohexyl)(2-(2,6-dioxopiperidin-3-yl)-1-oxoisoindolin-4-yl)amino)butyl)carbamate C(C)(C)(C)OC(=O)N(C(OC(C)(C)C)=O)CCCCN(C1=C2CN(C(C2=CC=C1)=O)C1C(NC(CC1)=O)=O)C1CCC(CC1)NC(=O)OC(C)(C)C